3,3,6,6-Tetramethyl-1,4-dioxan-2,5-dion CC1(C(OC(C(O1)=O)(C)C)=O)C